ClC1=C(C=NN1C(F)F)NC(OC(C)(C)C)=O tert-butyl (5-chloro-1-(difluoromethyl)-1H-pyrazol-4-yl)carbamate